BrCC(=O)C1=C(C2=CC=CC=C2C=C1)OC 2-bromo-1-(1-methoxynaphthalen-2-yl)ethanone